C(CCC=C)N1N=C(C2=CC=CC=C12)C(=O)O 1-(pent-4-en-1-yl)indazole-3-carboxylic acid